1-pentansulfonate C(CCCC)S(=O)(=O)[O-]